FC1=C(C=C(C=C1)NC(=O)C=1N(C=C2C1OC[C@H]1[C@@H](NS2(=O)=O)CN(C1)C1=NC(=NO1)C)C)C (3aR,10aR)-N-(4-fluoro-3-methylphenyl)-7-methyl-2-(3-methyl-1,2,4-oxadiazol-5-yl)-2,3,3a,4,10,10a-hexahydro-1H,7H-dipyrrolo[3,4-b:3',4'-f][1,4,5]oxathiazocine-8-carboxamide 5,5-dioxide